CN1CC(C1)(C)[C@](O)(C1=CC=C(C=C1)OC(F)(F)F)C1=CC2=C(N=C(O2)C)C=C1 (S)-(1,3-Dimethyl-azetidin-3-yl)-(2-methyl-benzooxazol-6-yl)-(4-trifluoromethoxy-phenyl)-methanol